N1CC(C1)CN1CC(CC1)N1CCN(CC1)C1=NC=CC(=N1)COC1=CC=C(C=C1)C(C)(C)C=1C=C(C#N)C=C(C1)Cl 3-(2-(4-((2-(4-(1-(azetidin-3-ylmethyl)pyrrolidin-3-yl)piperazin-1-yl)pyrimidin-4-yl)methoxy)phenyl)propan-2-yl)-5-chlorobenzonitrile